C(C)(C)(C)[Si](OCC1=CSC=C1)(C)C tert-butyldimethyl-(thiophen-3-ylmethoxy)silane